NC=1C=C(C=CC1C(NC1=CC2=CN(N=C2C=C1)C)=O)C=1CCN(CC1)C(=O)OC(C)(C)C Tert-butyl 4-(3-amino-4-((2-methyl-2H-indazol-5-yl) carbamoyl) phenyl)-3,6-dihydropyridine-1(2H)-carboxylate